N-(2-(dimethylamino)ethyl)-N-methyl-4-(6-(N-(3-methyloxetan-3-yl)sulfamoyl)-3-(5-(trifluoromethyl)-1,3,4-thiadiazol-2-yl)imidazo[1,5-a]pyridin-8-yl)piperazine-1-carboxamide CN(CCN(C(=O)N1CCN(CC1)C=1C=2N(C=C(C1)S(NC1(COC1)C)(=O)=O)C(=NC2)C=2SC(=NN2)C(F)(F)F)C)C